(methyl-((3aR,5s,6aS)-octahydrocyclopenta[C]pyrrol-5-yl)amino)-1-tosyl-1H-pyrrolo[2,3-b]pyridine-5-carbonitrile CN(C1C[C@@H]2[C@@H](CNC2)C1)C1=CC=2C(=NC=C(C2)C#N)N1S(=O)(=O)C1=CC=C(C)C=C1